styrenyl-phosphine oxide C(=CC1=CC=CC=C1)[PH2]=O